The molecule is a hydroxy fatty-acyl-CoA that results from the formal condensation of the thiol group of coenzyme A with the carboxy group of 2-hydroxyheptadecanoic acid It is a hydroxy fatty acyl-CoA and a long-chain fatty acyl-CoA. It derives from a 2-hydroxyheptadecanoic acid. It is a conjugate acid of a 2-hydroxyheptadecanoyl-CoA(4-). CCCCCCCCCCCCCCCC(C(=O)SCCNC(=O)CCNC(=O)[C@@H](C(C)(C)COP(=O)(O)OP(=O)(O)OC[C@@H]1[C@H]([C@H]([C@@H](O1)N2C=NC3=C(N=CN=C32)N)O)OP(=O)(O)O)O)O